Ethyl-3-(4-trifluoromethoxy-benzoyl)-azetidine-1-carboxylic acid tert-butyl ester C(C)(C)(C)OC(=O)N1C(C(C1)C(C1=CC=C(C=C1)OC(F)(F)F)=O)CC